tert-butyl N-[1-(7-carbamoyl-6-fluoro-2-methyl-indazol-4-yl)-4-piperidyl]-N-ethyl-carbamate C(N)(=O)C1=C(C=C(C2=CN(N=C12)C)N1CCC(CC1)N(C(OC(C)(C)C)=O)CC)F